1-(4-amino-6-methylpyrimidin-2-yl)-3-(4-(trifluoromethoxy)-phenyl)urea NC1=NC(=NC(=C1)C)NC(=O)NC1=CC=C(C=C1)OC(F)(F)F